(1-methyl-6-(methylsulfonyl)-4,5,6,7-tetrahydro-1H-pyrazolo[3,4-c]pyridin-3-yl)(4-(2-(trifluoromethyl)phenyl)piperidin-1-yl)methanone CN1N=C(C2=C1CN(CC2)S(=O)(=O)C)C(=O)N2CCC(CC2)C2=C(C=CC=C2)C(F)(F)F